FCCCN1CC(C1)CC1=CC=C(C=C1)C1=C(CCCC2=C1C=CC(=C2)C(=O)O)C2CC(CC2)CO 9-(4-((1-(3-Fluoropropyl)azetidin-3-yl)methyl)phenyl)-8-(3-(hydroxymethyl)cyclopentyl)-6,7-dihydro-5H-benzo[7]annulene-3-carboxylic acid